NC1=C2N=CN(C2=NC(=N1)F)[C@H]1C[C@@H]([C@@](O1)(C#CC)CO)O (2R,3S,5R)-5-(6-amino-2-fluoro-9H-purin-9-yl)-2-(hydroxymethyl)-2-(prop-1-yn-1-yl)tetrahydrofuran-3-ol